4-methyl-1-[4-(4-prop-2-enoylpiperazin-1-yl)butyl]-5-[[2-[6-(2,2,2-trifluoroethyl)quinazolin-4-yl]-2,7-diazaspiro[3.5]nonan-7-yl]methyl]indole-2-carbonitrile CC1=C2C=C(N(C2=CC=C1CN1CCC2(CN(C2)C2=NC=NC3=CC=C(C=C23)CC(F)(F)F)CC1)CCCCN1CCN(CC1)C(C=C)=O)C#N